C(N)(=O)C=1C=C(C=CC1F)NC(=O)[C@H]1O[C@@](C[C@H]1C1=C(C(=C(C=C1)F)F)OC)(C(F)(F)F)C (2S,3S,5S)-N-(3-carbamoyl-4-fluoro-phenyl)-3-(3,4-difluoro-2-methoxy-phenyl)-5-methyl-5-(trifluoromethyl)tetrahydrofuran-2-carboxamide